C1(=CC=CC2=CC=CC=C12)[O-] naphthalen-1-olate